CC1=NN(C=C1NC1=NC=C(C(=N1)NCCCC1(CCC1)C(=O)N)C(F)(F)F)C1CCNCC1 (3-((2-((3-methyl-1-(piperidin-4-yl)-1H-pyrazol-4-yl)amino)-5-(trifluoromethyl)pyrimidin-4-yl)amino)propyl)cyclobutanecarboxamide